CC(=C)C(=O)SCCNC(=O)CCNC(=O)[C@@H](C(C)(C)COP(=O)(O)OP(=O)(O)OC[C@@H]1[C@H]([C@H]([C@@H](O1)N2C=NC3=C(N=CN=C32)N)O)OP(=O)(O)O)O The molecule is an acyl-CoA that results from the formal condensation of the thiol group of coenzyme A with the carboxy group of methacrylic acid. It has a role as a human metabolite and a mouse metabolite. It derives from a methacrylic acid and a coenzyme A. It is a conjugate acid of a methacrylyl-CoA(4-).